C(N1CCNCC1)([2H])([2H])[2H] 1-(methyl-d3)piperazine